OCCN1CCN(CC1)CCCC(=O)OCC1=C(C=C(C=C1)CCCCCCCCCCCCCCC)OCCCCCCCC\C=C/CCCCCCCC (Z)-2-(Octadec-9-en-1-yloxy)-4-pentadecylbenzyl 4-(4-(2-hydroxyethyl)piperazin-1-yl)butanoate